C(C1=CC=CC=C1)OC(=O)N1C[C@@H](N(CC1)CCN1CCC(CC1)C(=O)O)C 1-[2-[(2S)-4-benzyloxycarbonyl-2-methyl-piperazin-1-yl]ethyl]piperidine-4-carboxylic acid